FC1=CC=C(C=C1)SC p-Fluorothioanisole